6-Morpholine-4-yl-N-phenyl-N1-pyridin-3-yl-[1,3,5]triazine-2,4-diamine N1(CCOCC1)C1=NC(=NC(N1C=1C=NC=CC1)NC1=CC=CC=C1)N